ClC=1C=C(C=NC1N1N=CC=N1)NC(=O)N1C[C@@](C2=C1C=NC=1N2N=C(C1)C)(C(F)(F)F)C (S)-N-(5-chloro-6-(2H-1,2,3-triazol-2-yl)pyridin-3-yl)-2,8-dimethyl-8-(trifluoromethyl)-7,8-dihydro-6H-pyrazolo[1,5-a]pyrrolo[2,3-e]pyrimidine-6-carboxamide